O[C@H](C(=O)O)C (2S)-2-hydroxypropanoic acid